5-(4-fluoro-1-isopropyl-2-methyl-1H-benzo[d]imidazol-6-yl)-N-(2-oxaspiro[3.3]heptan-6-yl)pyrrolo[2,1-f][1,2,4]triazin-2-amine FC1=CC(=CC=2N(C(=NC21)C)C(C)C)C=2C=CN1N=C(N=CC12)NC1CC2(COC2)C1